COC1=C(C=CC(=C1)C=1OC2=CC(=C(C(=C2C(C1)=O)O)C=CC(C)=C)O)[O-] 2-methoxy-4-(5,7-dihydroxy-6-isoprenyl-4-oxo-4H-chromen-2-yl)phenolate